FC(C(=O)N)=C 2-fluoro-acrylamide